COC1=CC=C(C=C1)C(OC[C@]1(O[C@H](CN(C1)C1CCCCC1)N1C2=NC=NC(=C2N=C1)NC(C1=CC=CC=C1)=O)CO)(C1=CC=CC=C1)C1=CC=C(C=C1)OC N-[9-[(2R,6R)-6-[[bis(4-methoxyphenyl)-phenyl-methoxy]methyl]-4-cyclohexyl-6-(hydroxymethyl)morpholin-2-yl]purin-6-yl]benzamide